(6-(3,3-difluorobutyl)pyrazin-2-yl)piperidine-4-carboxylic acid ethyl ester C(C)OC(=O)C1CCN(CC1)C1=NC(=CN=C1)CCC(C)(F)F